(1,3-dimethyl-azetidin-3-yl)-(4-isopropyl-phenyl)-(2-pyrrolidin-1-yl-pyrimidin-5-yl)-methanol CN1CC(C1)(C)C(O)(C=1C=NC(=NC1)N1CCCC1)C1=CC=C(C=C1)C(C)C